(1R,4R)-4-(4-(2-(2,6-DIOXOPIPERIDIN-3-YL)-1,3-DIOXOISOINDOLIN-5-YL)PIPERAZINE-1-CARBONYL)CYCLOHEXANE-1-CARBOXYLIC ACID O=C1NC(CCC1N1C(C2=CC=C(C=C2C1=O)N1CCN(CC1)C(=O)C1CCC(CC1)C(=O)O)=O)=O